[Br-].C(C)N1C(=[N+](C=C1)C)C 1-ethyl-2,3-dimethylimidazolium bromide